4-chloro-N-(8,9-difluoro-6-oxo-1,4,5,6-tetrahydro-2H-pyrano[3,4-c]isoquinolin-1-yl)-3,5-difluoro-N-methylbenzamide ClC1=C(C=C(C(=O)N(C)C2COCC=3NC(C=4C=C(C(=CC4C32)F)F)=O)C=C1F)F